C(C)N(C(C(=O)O)(C)C)C 2-[ETHYL(METHYL)AMINO]-2-METHYLPROPANOIC ACID